FC(C1=CC=C(CC2=NOC(=C2)C(=O)O)C=C1)(F)F 3-(4-(trifluoromethyl)benzyl)isoxazole-5-carboxylic acid